Oxybisethylene O(C=C)C=C